N-isopropyl-5-(4-(isopropylcarbamoyl)phenyl)furan-2-carboxamide C(C)(C)NC(=O)C=1OC(=CC1)C1=CC=C(C=C1)C(NC(C)C)=O